C1(C=CCCCCCN1)=O octenolactam